BrC1=C(C=CC=C1)CC(C#N)C1=CC=CC=C1 3-(2-bromophenyl)-2-phenylpropionitrile